BrC1=C(C=C(C(=O)N2CC=3N(CC2)C(N(C3C(=O)NCC3=CC=C(C=C3)C(F)(F)F)C3=CC=C(C=C3)OC)=O)C=C1)Cl 7-(4-bromo-3-chloro-benzoyl)-2-(4-methoxyphenyl)-3-oxo-N-[[4-(trifluoromethyl)phenyl]methyl]-6,8-dihydro-5H-imidazo[1,5-a]pyrazine-1-carboxamide